C(#N)C=1C=C2C(=C(C(N(C2=CC1O[C@H]1COCC1)C)=O)C(=O)N)N1CCC(CC1)C=1OC2=C(N1)C=C(C=C2)C |r| (rac)-6-cyano-1-methyl-4-[4-(5-methyl-1,3-benzoxazol-2-yl)piperidin-1-yl]-2-oxo-7-[(oxolan-3-yl)oxy]-1,2-dihydroquinoline-3-carboxamide